(2-(4-(8-methoxy-6-methyl-4-oxo-4,5-dihydrothieno[3,4-c]quinolin-9-yl)phenyl)cyclopentyl)carbamic acid tert-butyl ester C(C)(C)(C)OC(NC1C(CCC1)C1=CC=C(C=C1)C=1C=2C=3C(C(NC2C(=CC1OC)C)=O)=CSC3)=O